8-(2-methyl-4-(4,4,5,5-tetramethyl-1,3,2-dioxaborolan-2-yl)phenyl)-7,8-dihydropyrimido[4,5-f][1,4]oxazepin-9(6H)-one CC1=C(C=CC(=C1)B1OC(C(O1)(C)C)(C)C)N1CCOC2=C(C1=O)N=CN=C2